(13E)-Docosen-1-ol C(=CCCCCCCCCCCCCCCCCCCCC)O